CC1=CCC(C1)=O 2-methyl-4-oxocyclopentene